NCC=1C=C(C=CC1)C=1C=CC2=C(C(=CO2)COC2=C(C=C(C=C2)F)CC(=O)OCC)C1 ethyl 2-(2-((5-(3-(aminomethyl)phenyl)benzofuran-3-yl)methoxy)-5-fluorophenyl)acetate